N1=C(C=CC=C1)C=1C(=C2N(N1)CCC2)C2=CC=NC1=CC(=CC=C21)OCCN2CCOCC2 4-[5,6-dihydro-2-(2-pyridinyl)-4H-pyrrolo[1,2-b]pyrazol-3-yl]-7-[2-(4-morpholinyl)ethoxy]-quinoline